C(C1=CC=CC=C1)OC1=CC=C(OCCOCCNC=2N(CCCC2)C)C=C1 N-(2-(2-(4-(benzyloxy)phenoxy)ethoxy)ethyl)-1-methyl-1,4,5,6-tetrahydropyridin-2-amine